dihydroxy-4-methoxy-4'-n-propoxybenzophenone OC=1C(=C(C(=O)C2=CC=C(C=C2)OCCC)C=CC1OC)O